tert-butyl (2R,5S)-4-(2-(1-methoxyethyl)-5-methyl-6-oxo-5,6-dihydroimidazo[1,2-b]pyridazin-8-yl)-2,5-dimethylpiperazine-1-carboxylate COC(C)C=1N=C2N(N(C(C=C2N2C[C@H](N(C[C@@H]2C)C(=O)OC(C)(C)C)C)=O)C)C1